CS(=O)(=O)OC[C@@]1(C=C2C([C@](C3(C(=C2C1O)C)CC3)(C)O)=O)C ((2'S,3R,6'R)-3',6'-dihydroxy-2',4',6'-trimethyl-7'-oxo-2',3',6',7'-tetrahydrospiro[cyclopropane-1,5'-inden]-2'-yl)methyl methanesulfonate